6-bromo-N-[4-methoxy-5-(1,1,2-trifluoroethoxy)pyrimidin-2-yl]-1H-pyrrolo[2,3-b]pyridine-3-sulfonamide BrC1=CC=C2C(=N1)NC=C2S(=O)(=O)NC2=NC=C(C(=N2)OC)OC(CF)(F)F